O1CCN(CC1)C1=C2C[C@@H](NCC2=CC=C1)CN([C@H]1CCCC=2C=CC=NC12)CCCC1CCNCC1 (S)-N-(((R)-5-morpholino-1,2,3,4-tetrahydroisoquinolin-3-yl)methyl)-N-(3-(piperidin-4-yl)propyl)-5,6,7,8-tetrahydroquinolin-8-amine